3-bromo-1-methylpyrrole BrC1=CN(C=C1)C